4-[5,6-dichloro-2-(4-chlorothiazol-5-yl)pyrimidin-4-yl]-3-(difluoromethyl)piperazine-1-carboxylic acid tert-butyl ester C(C)(C)(C)OC(=O)N1CC(N(CC1)C1=NC(=NC(=C1Cl)Cl)C1=C(N=CS1)Cl)C(F)F